1-methyl-5-[6-[3-(6-methyl-2-pyridyl)-1H-pyrazol-4-yl]-1,5-naphthyridin-3-yl]pyridin-2-one CN1C(C=CC(=C1)C=1C=NC2=CC=C(N=C2C1)C=1C(=NNC1)C1=NC(=CC=C1)C)=O